3-amino-N-(3-(4-amino-3-fluoro-4-methylpiperidin-1-yl)pyridin-2-yl)-6-(3-(trifluoromethoxy)pyridin-2-yl)pyrazine-2-carboxamide NC=1C(=NC(=CN1)C1=NC=CC=C1OC(F)(F)F)C(=O)NC1=NC=CC=C1N1CC(C(CC1)(C)N)F